C(C)(C)(C)OC(=O)N1C(CN(CC1)C1=C(C(=C(C=C1OC)Cl)Cl)Cl)C(=O)O 1-[(tert-butoxy)carbonyl]-4-(2,3,4-trichloro-6-methoxyphenyl)piperazine-2-carboxylic acid